barium bromite Br(=O)[O-].[Ba+2].Br(=O)[O-]